5-((4-(1-(1-(3-amino-6-(2-hydroxyphenyl)pyridazin-4-yl)-4-phenylpiperidine-4-carbonyl)piperidine-4-carbonyl)piperazin-1-yl)methyl)-2-(2,6-dioxopiperidin-3-yl)isoindoline-1,3-dione NC=1N=NC(=CC1N1CCC(CC1)(C(=O)N1CCC(CC1)C(=O)N1CCN(CC1)CC=1C=C2C(N(C(C2=CC1)=O)C1C(NC(CC1)=O)=O)=O)C1=CC=CC=C1)C1=C(C=CC=C1)O